ClC1=NC=C2C=C(C(N(C2=C1)CCCN1CCCCC1)=O)C1=CC(=CC(=C1)OC)OC 7-chloro-3-(3,5-dimethoxyphenyl)-1-(3-(piperidin-1-yl)propyl)-1,6-naphthyridin-2(1H)-one